C(C1=CC=CC=C1)N1C(N(C(C1C(C(=O)NO)C)=O)C1=CC=C(C=C1)Cl)=O (3-benzyl-1-(4-chlorophenyl)-2,5-dioxoimidazolin-4-yl)-N-hydroxypropionamide